(5-(4-Methoxyphenyl)-3-pyridinyl)(octahydro-4H-1,4-benzoxazin-4-yl)-methanone COC1=CC=C(C=C1)C=1C=C(C=NC1)C(=O)N1CCOC2C1CCCC2